(1R,2S)-2-aminocyclopentan-1-ol N[C@@H]1[C@@H](CCC1)O